FC(SC1=C(C(F)(F)F)C=CC=C1)(F)F trifluoromethylthiotrifluorotoluene